tert-butyl (2-((6-((2-aminoethoxy)methyl)pyridin-3-yl)methoxy)ethyl)carbamate NCCOCC1=CC=C(C=N1)COCCNC(OC(C)(C)C)=O